C(C)[C@H]1[C@@H](C1)C(=O)NC1=CC(=C(N=N1)C(=O)NC([2H])([2H])[2H])NC1=NC=CC(=C1OC)C1=NN(N=C1)C 6-[(1R,2R)-2-ethylcyclopropaneamido]-4-{[3-methoxy-4-(2-methyl-2H-1,2,3-triazol-4-yl)pyridin-2-yl]amino}-N-(2H3)methylpyridazine-3-carboxamide